bis-(4-nitrophenyl)amine [N+](=O)([O-])C1=CC=C(C=C1)NC1=CC=C(C=C1)[N+](=O)[O-]